ClC=1C=C2C(=NC(=NC2=C(C1C1=CC(=CC2=CC=CC=C12)OCOC)F)CCCCN(C)C)N1C[C@H]2CC[C@@H](C1)N2C(=O)OC(C)(C)C tert-butyl (1R,5S)-3-((S or R)-6-chloro-2-(4-(dimethylamino)butyl)-8-fluoro-7-(3-(methoxymethoxy)naphthalen-1-yl)quinazolin-4-yl)-3,8-diazabicyclo[3.2.1]octan-8-carboxylate